N[C@@H]1[C@H](CC(CC1)(C)C)C1=C(C2=NC(=CC(=C2S1)NCC=1SC=CC1)Cl)Br 2-((1S,2S)-2-amino-5,5-dimethylcyclohexyl)-3-bromo-5-chloro-N-(thiophen-2-ylmethyl)thieno[3,2-b]pyridin-7-amine